(R)-1-(1-ethyl-5-(3-methylmorpholino)-3-(1H-pyrazol-3-yl)-1H-pyrazolo[4,3-b]pyridin-7-yl)cyclopropanecarbonitrile C(C)N1N=C(C2=NC(=CC(=C21)C2(CC2)C#N)N2[C@@H](COCC2)C)C2=NNC=C2